2-((5-(oxazol-2-yl)pyridin-2-yl)methyl)oxazole-4-carboxylic acid O1C(=NC=C1)C=1C=CC(=NC1)CC=1OC=C(N1)C(=O)O